C1(=CC=CC=C1)P(OC(C1=C(C(=C(C=C1C)C)CC)C)=O)=O Ethyl(2,4,6-trimethylbenzoyl) phenylphosphinat